BrC=1C(=NC(=NC1)NC1=C(C=C(C=C1)N1CCC(CC1)N1CCN(CC1)C)OC)NC1=C(C=CC(=C1)F)C(C)(C)O 2-(2-((5-Bromo-2-((2-methoxy-4-(4-(4-methylpiperazin-1-yl)piperidin-1-yl)phenyl)amino)pyrimidin-4-yl)amino)-4-fluorophenyl)propan-2-ol